2-(but-3-ynyl)isoindole-1,3-dione platinum rhodium [Rh].[Pt].C(CC#C)N1C(C2=CC=CC=C2C1=O)=O